(R)-1'-(5-Amino-1-(pyrimidin-5-ylmethyl)-1H-pyrazole-4-carbonyl)-6-chloro-5-fluorospiro[benzo[d][1,3]oxazine-4,3'-piperidin]-2(1H)-one NC1=C(C=NN1CC=1C=NC=NC1)C(=O)N1C[C@@]2(CCC1)C1=C(NC(O2)=O)C=CC(=C1F)Cl